[N+](=O)([O-])C1=CC=2CC=3N(C2C=C1)C(C1=C(N3)N=CC=C1)=O 9-Nitropyrido[2',3':4,5]pyrimido[1,2-a]indol-5(11H)-one